2-[(2R)-3-hydroxy-2-methyl-propyl]isoindolin-1-one methyl-(S)-2,3-diazabicyclo[3.1.1]heptane-4-carboxylate COC(=O)[C@H]1NNC2CC1C2.OC[C@@H](CN2C(C1=CC=CC=C1C2)=O)C